ClC=1C(=NC(=CC1)Cl)C(=O)N(C)OC 3,6-dichloro-N-methoxy-N-methylpyridinamide